tert-butyl ((S)-(7-((R)-cyclopropyl((3-(1,3-dioxoisoindolin-2-yl)-2,2-difluoropropyl)amino)methyl)imidazo[1,2-b]pyridazin-2-yl)(4,4-difluorocyclohexyl)methyl)carbamate C1(CC1)[C@H](C1=CC=2N(N=C1)C=C(N2)[C@H](C2CCC(CC2)(F)F)NC(OC(C)(C)C)=O)NCC(CN2C(C1=CC=CC=C1C2=O)=O)(F)F